C(C)(CC)C1(CC=C(C=C1)C(C)CC)C1=CC=CC=C1C[SiH2]N 1,4-bis-sec-butyl-aminobenzenebenzyl-monosilane